N,N-Bis(N,N-dimethyl-2-aminoethyl)methylamin CN(CCN(CCN(C)C)C)C